ClC=1C=C2C(=NC1)C(=CO2)C2=CC(=NC(=C2)C)C 6-chloro-3-(2,6-dimethylpyridin-4-yl)furo[3,2-b]pyridine